O[C@@H]1C[C@H](N(C1)C(=O)[C@H](C(C)(C)C)N1N=NC(=C1)CN1CCC(CC1)C(=O)OC)C(NC)=O methyl 1-[[1-[(1S)-1-[(2S,4R)-4-hydroxy-2-(methylcarbamoyl)pyrrolidine-1-carbonyl]-2,2-dimethyl-propyl]triazol-4-yl]methyl]piperidine-4-carboxylate